FC1=C(C=CC(=C1F)C#CC1=CC=C(C=C1)OCCCCC)C=1OC2=C(N1)C=CC=C2 2-(2,3-difluoro-4-((4-(pentyloxy)phenyl)ethynyl)phenyl)benzoxazole